ClC=1C=C(OC[C@@H](/C=C/[C@H]2[C@@H](C[C@@H]3OC[C@@H](CC[C@@H]32)CCCC(=O)OC(C)C)O)O)C=CC1 2-Propanyl 4-{(3R,5aR,6R,7R,8aS)-6-[(1E,3R)-4-(3-chlorophenoxy)-3-hydroxy-1-buten-1-yl]-7-hydroxyoctahydro-2H-cyclopenta[b]oxepin-3-yl}butanoate